1-methyl-1H-imidazol-3-ium bromide [Br-].CN1C=[NH+]C=C1